(3S)-N-[3-[2-(2-hydroxyethoxy)-6-(morpholin-4-yl)pyridin-4-yl]-4-methylphenyl]-3-[(trifluoromethyl)sulfanyl]pyrrolidine-1-carboxamide OCCOC1=NC(=CC(=C1)C=1C=C(C=CC1C)NC(=O)N1C[C@H](CC1)SC(F)(F)F)N1CCOCC1